C(=CC)[SiH2]OC(C1=CC=CC=C1)C1=CC=CC=C1 propenyl-diphenylmethoxysilane